FC1=C(C(=CC=C1OC)N1N=NC(=C1)C)CN (2-fluoro-3-methoxy-6-(4-methyl-1H-1,2,3-triazol-1-yl)phenyl)methylamine